IC=1C=CC(=NC1)C1(CC(CC1)N)N 3-(5-iodopyridin-2-yl)cyclopentane-1,3-diamine